2-(((αR)-6-(3-(3-(2-hydroxy-2-methylpropoxy)phenyl)-2,5-dioxoimidazolidin-1-yl)spiro[3.3]heptan-2-yl)oxy)nicotinamide OC(COC=1C=C(C=CC1)N1C(N(C(C1)=O)C1CC2(CC(C2)OC2=C(C(=O)N)C=CC=N2)C1)=O)(C)C